ClC=1C=C(C=CC1Cl)NC=1C=CC=2N(C3=CC=C(C=C3C2C1)NC1=CC(=C(C=C1)Cl)Cl)CCNC(NC(=O)OC(C)(C)C)=NC(OC(C)(C)C)=O tert-butyl (2-(3,6-bis(3,4-dichlorophenylamino)-9H-carbazol-9-yl)ethylamino)(tert-butoxycarbonylamino)methylenecarbamate